BrC=1C(=C(C=CC1OC)\C=C\1/C(NC(S1)=S)=O)F (5E)-5-[(3-bromo-2-fluoro-4-methoxy-phenyl)methylene]-2-thioxo-thiazolidin-4-one